tert-butyl (2S,4S)-4-(benzyloxy)-2-ethylpyrrolidine-1-carboxylate C(C1=CC=CC=C1)O[C@H]1C[C@@H](N(C1)C(=O)OC(C)(C)C)CC